N-(2-[5-chloro-6-(3-methyl-2-butenyl)-1H-indol-3-yl]ethyl)acetamide ClC=1C=C2C(=CNC2=CC1CC=C(C)C)CCNC(C)=O